C(CCCCCCCCCCC)(=O)NCCS(=O)(=O)O.N(CCO)(CCO)CCO triethanolamine lauroyl-taurate